8,8'-((6-HYDROXYHEXYL)AZANEDIYL)BIS(N,N-DIDECYLOCTANAMIDE) OCCCCCCN(CCCCCCCC(=O)N(CCCCCCCCCC)CCCCCCCCCC)CCCCCCCC(=O)N(CCCCCCCCCC)CCCCCCCCCC